(R)-(E)-3-((3-butyl-5-(4-fluorophenyl)-2-methyl-7-(methylthio)-1,1-dioxido-2,3,4,5-tetrahydro-1,2,5-benzothiadiazepin-8-yl)oxy)acrylic acid C(CCC)[C@H]1N(S(C2=C(N(C1)C1=CC=C(C=C1)F)C=C(C(=C2)O/C=C/C(=O)O)SC)(=O)=O)C